CC1N(C(CCC1)C)CCNC(C1=CN=C(C(=C1)NC1=NN(C2=NC(=NC=C21)NC=2C=NN(C2)C)C)C)=O N-(2-(2,6-dimethylpiperidin-1-yl)ethyl)-6-methyl-5-((1-methyl-6-((1-methyl-1H-pyrazol-4-yl)amino)-1H-pyrazolo[3,4-d]pyrimidin-3-yl)amino)nicotinamide